C(CCCCCCCCCCCCCCC)(=O)N1C[C@H](CC1)C(=O)OC=1C(C(=CN2C[C@@H]3OCC[C@H](N3C(C21)=O)C)C(NCC2=C(C=C(C=C2)F)F)=O)=O (4R,12aS)-9-((2,4-difluorobenzyl) carbamoyl)-4-methyl-6,8-dioxo-3,4,6,8,12,12a-hexahydro-2H-pyrido[1',2':4,5]pyrazino[2,1-b][1,3]oxazin-7-yl (S)-1-palmitoylpyrrolidine-3-carboxylate